ClC(C)C1(CCC2=CC=CC=C12)C (1-chloroethyl)-1-methyl-2,3-dihydro-1H-indene